(R)-2-[4-(6-chloro-2-benzoxazolyl)phenoxy]propionic acid ClC1=CC2=C(N=C(O2)C2=CC=C(O[C@@H](C(=O)O)C)C=C2)C=C1